1-amino-5-isopropyl-N-(1-methyl-1H-pyrazol-4-yl)-5,6,7,8-tetrahydropyrimido[5'',4'':4',5']pyrrolo[3',2':3,4]azepino[1,2-a]indole-11-carboxamide NC1=NC=NC2=C1C1=C(CCCN3C1=CC=1C=CC(=CC31)C(=O)NC=3C=NN(C3)C)N2C(C)C